[N+](=O)([O-])C1=C(C=CC(=C1)Br)O 2-nitro-4-bromo-phenol